3-(2-(5-chloro-1H-benzo[d]imidazol-2-yl)vinyl)-N-(2-(2-cyano-4,4-difluoropyrrolidin-1-yl)-2-oxoethyl)isonicotinamide ClC1=CC2=C(NC(=N2)C=CC2=C(C(=O)NCC(=O)N3C(CC(C3)(F)F)C#N)C=CN=C2)C=C1